Cyclohexyl-(2-phenoxy-9H-purin-6-yl)-amine C1(CCCCC1)NC1=C2N=CNC2=NC(=N1)OC1=CC=CC=C1